2-di-n-butylamino-8-di-n-butylamino-4-methyl-spiro[5H-[1]benzopyrano[2,3-d]pyrimidine-5,1'(3'H)-isobenzofuran]-3'-one C(CCC)N(C=1N=C(C2=C(N1)OC1=C(C=CC(=C1)N(CCCC)CCCC)C21OC(C2=CC=CC=C12)=O)C)CCCC